NCC1=NNC(C2=C(C=C(C=C12)C=1C=NN(C1C1=C(C2=C(S1)C=CC=C2)C#N)C)NC(C)=O)=O N-(1-(aminomethyl)-7-(5-(3-cyano-benzo[b]thiophen-2-yl)-1-methyl-1H-pyrazol-4-yl)-4-oxo-3,4-dihydrophthalazin-5-yl)acetamide